(3S,5R)-1-(5-methoxy-2-methyl-4-nitrophenyl)-3,5-dimethylpiperazine COC=1C(=CC(=C(C1)N1C[C@@H](N[C@@H](C1)C)C)C)[N+](=O)[O-]